(R)-2-[[5-(ethylsulfonimidoyl)-6-[7-(trifluoromethylsulfanyl)imidazo[1,2-c]pyrimidin-2-yl]-3-pyridyl]oxy]-2-methyl-propanenitrile C(C)[S@](=O)(=N)C=1C=C(C=NC1C=1N=C2N(C=NC(=C2)SC(F)(F)F)C1)OC(C#N)(C)C